C1(CCCCC1)C(C)C1=C(C=CC2=C1NC(=NS2(=O)=O)NCC2=CC(=CC=C2)F)F 5-(1-cyclohexylethyl)-6-fluoro-3-((3-fluorobenzyl)amino)-4H-benzo[e][1,2,4]thiadiazine 1,1-dioxide